2-(1-(3-(2-aminoethyl)-1H-pyrazol-1-yl)cyclopropyl)-1-ethanol NCCC1=NN(C=C1)C1(CC1)CCO